NCC(CNC(OC(C)(C)C)=O)O tert-butyl (3-amino-2-hydroxypropyl)carbamate